NC1=NC(=NC=C1C)C=1C=NN(C1O)C 4-(4-Amino-5-methylpyrimidin-2-yl)-1-methyl-1H-pyrazol-5-ol